(benzoyloxymethyl)-3,4-bis(benzoyloxy)-5-(trifluoromethyl)-6-((5,5-dimethyl-3-oxocyclohex-1-en-1-yl)methyl)tetrahydropyran C(C1=CC=CC=C1)(=O)OCC1OC(C(C(C1OC(C1=CC=CC=C1)=O)OC(C1=CC=CC=C1)=O)C(F)(F)F)CC1=CC(CC(C1)(C)C)=O